Methyl 2-((4-(6-((5-cyanothiophen-2-yl)methoxy)pyridin-2-yl)piperidin-1-yl)methyl)-1-(2-methoxyethyl)-1H-benzo[d]imidazole-6-carboxylate C(#N)C1=CC=C(S1)COC1=CC=CC(=N1)C1CCN(CC1)CC1=NC2=C(N1CCOC)C=C(C=C2)C(=O)OC